C(#N)C=1C=CC(=C2C=CC=NC12)N1C[C@@]2(C[C@@]2(C1)C(F)(F)F)C(=O)NNC(=O)C1CCOCC1 (1S,5R)-3-(8-cyanoquinolin-5-yl)-N'-(tetrahydro-2H-pyran-4-carbonyl)-5-(trifluoromethyl)-3-azabicyclo[3.1.0]hexane-1-carbohydrazide